OC(CC(=O)[O-])C DL-beta-hydroxybutyrate